Cl.Cl.C1N(CCC2=CC=CC=C12)C[C@H](CN1CC(OC2=C(C1=O)C=CC(=C2)OC2CCNCC2)(C)C)O 4-[(2R)-3-(3,4-dihydro-1H-isoquinolin-2-yl)-2-hydroxy-propyl]-2,2-dimethyl-8-(4-piperidyloxy)-3H-1,4-benzoxazepin-5-one dihydrochloride